6-fluoro-3H-spiro[benzofuran-2,4'-piperidine]-3-amine FC1=CC2=C(C(C3(CCNCC3)O2)N)C=C1